C(C1=CC=CC=C1)OC(=O)N[C@@H](C(=O)OCC1=CC=CC=C1)CNC(C1=CC(=CC(=C1)C1=C(C=NN1C)COC)F)=O (R)-benzyl 2-(((benzyloxy)carbonyl)amino)-3-(3-fluoro-5-(4-(methoxymethyl)-1-methyl-1H-pyrazol-5-yl)benzamido)propanoate